C(C)(=O)OCC(C)CC active amyl acetate